1-(Allyloxy)-2-methoxy-4-methylbenzene C(C=C)OC1=C(C=C(C=C1)C)OC